NC1=NC=CC=C1C1=NC=2C(=NC(=CC2)C2=CC=CC=C2)N1C=1C=CC(=NC1)N1CC2(C1)CC(C2)C(=O)O 2-(5-(2-(2-aminopyridin-3-yl)-5-phenyl-3H-imidazo[4,5-b]pyridin-3-yl)pyridin-2-yl)-2-azaspiro[3.3]heptane-6-carboxylic acid